FC(S(=O)(=O)[O-])(F)F.COC1=CC2=C(C=C(O2)C2=CC=C(C=C2)[S+](C)C)C=C1 (4-(6-methoxybenzofuran-2-yl)phenyl)dimethylsulfonium trifluoromethanesulfonate